CC(=C)C=C (1E,3E)-2-methylbuta-1,3-diene